(S)- and (R)-2-((4-chlorophenethyl)amino)-N-(5-(1-methyl-1H-pyrazol-4-yl)pyridin-2-yl)-2-phenylacetamide ClC1=CC=C(CCN[C@H](C(=O)NC2=NC=C(C=C2)C=2C=NN(C2)C)C2=CC=CC=C2)C=C1 |r|